C(C=C)(=O)N1C(CN(CC1)C1=NC(=NC=2CC(CCC12)N1CC2=CC=C(C=C2CC1)OC)OCCN1CCCC1)CC#N 2-(1-acryloyl-4-(7-(6-methoxy-3,4-dihydroisoquinolin-2(1H)-yl)-2-(2-(pyrrolidin-1-yl)ethoxy)-5,6,7,8-tetrahydroquinazolin-4-yl)piperazin-2-yl)acetonitrile